O1C(CCCC1)N1N=C2C=C(C=CC2=C1)CC(=O)O 2-(2-tetrahydropyran-2-ylindazol-6-yl)acetic acid